P(=O)(OC=1C(=NC=C(C1)\C=C\C1=CC(=CC=C1)F)C(C)C)(O)[O-] (E)-5-(3-fluorostyryl)-2-isopropylpyridin-3-yl hydrogen phosphate